[cis-2-[1-(4-chlorophenyl)-l-1,2,3-triazol-4-yl]-1,3-dioxan-5-yl]acetamide ClC1=CC=C(C=C1)N1N=NC(=C1)[C@@H]1OC[C@@H](CO1)CC(=O)N